5-chloro-1-(2-chloro-5-methoxyphenyl)-1,4-dihydro-6-(4-fluorophenyl)-4-oxo-3-pyridazinecarboxylic acid ClC=1C(C(=NN(C1C1=CC=C(C=C1)F)C1=C(C=CC(=C1)OC)Cl)C(=O)O)=O